N-(4-(4-(2-Cyano-3-phenylacrylamido)-1H-indol-1-yl)pyridin-2-yl)cyclopropancarboxamid C(#N)C(C(=O)NC1=C2C=CN(C2=CC=C1)C1=CC(=NC=C1)NC(=O)C1CC1)=CC1=CC=CC=C1